C(C)(C)N1N=C(C=C1C)N 1-isopropyl-5-methyl-1H-pyrazol-3-amine